C(C1=CC=CC=C1)OC(=O)N1C(C(CCC1)=O)CO[Si](C)(C)C(C)(C)C ((tert-butyldimethylsilyl)oxy)methyl-3-oxopiperidine-1-carboxylic acid benzyl ester